N-[(3-fluoropyridin-2-yl)methyl]-2-{2-[(2-{1H-imidazo[4,5-b]pyridin-2-yl}ethyl)amino]ethyl}-[1,3]thiazolo[5,4-d]pyrimidin-7-amine FC=1C(=NC=CC1)CNC=1C2=C(N=CN1)SC(=N2)CCNCCC=2NC=1C(=NC=CC1)N2